C(CCC)OC(=C)C1=C(C2=C(N=C(N=C2)NC2=CC=C(C=N2)N2CCN(CC2)C(=O)OC(C)(C)C)N(C1=O)C1CCCC1)C tert-Butyl 4-[6-[[6-(1-Butoxyethenyl)-8-cyclopentyl-5-methyl-7-oxo-7,8-dihydro-pyrido[2,3-d]pyrimidin-2-yl]amino]-pyridin-3-yl]-piperazine-1-carboxylate